C(C)(C)(C)OC(=O)N1C[C@H]2C([C@H]2C1)C(NC(C)(C)C1=NN(C2=C(C=CC=C12)SC)C)=O (1R,5S,6r)-6-((2-(1-methyl-7-(methylsulfanyl)-1H-indazol-3-yl)propan-2-yl)carbamoyl)-3-azabicyclo[3.1.0]hexane-3-carboxylic acid tert-butyl ester